N-[(6-Amino-2-pyridyl)sulfonyl]-6-[4-(trifluoromethyl)pyrazol-1-yl]-2-(2,4,6-trimethylphenoxy)pyridin-3-carboxamid NC1=CC=CC(=N1)S(=O)(=O)NC(=O)C=1C(=NC(=CC1)N1N=CC(=C1)C(F)(F)F)OC1=C(C=C(C=C1C)C)C